N-(4-((4-((2-(6-methylpyridin-2-yl)pyrimidin-4-yl)amino)pyrimidin-2-yl)amino)phenyl)-1-(piperidin-3-yl)methanesulfonamide CC1=CC=CC(=N1)C1=NC=CC(=N1)NC1=NC(=NC=C1)NC1=CC=C(C=C1)NS(=O)(=O)CC1CNCCC1